4-(4-amino-6-(4-methacrylamidophenyl)-7-methyl-7H-pyrrolo[2,3-d]pyrimidin-5-yl)-N-((1r,3r)-3-fluorocyclobutyl)-2-(methoxymethyl)benzamide NC=1C2=C(N=CN1)N(C(=C2C2=CC(=C(C(=O)NC1CC(C1)F)C=C2)COC)C2=CC=C(C=C2)NC(C(=C)C)=O)C